ClC1=NC=CC(=N1)NC1=NN2C(CCCC2)=C1 N-(2-chloropyrimidin-4-yl)-4,5,6,7-tetrahydropyrazolo[1,5-a]pyridin-2-amine